CC1(C2CC=C(CC12)C(=O)O)C 7,7-Dimethylbicyclo[4.1.0]hept-3-ene-3-carboxylic acid